2-(4-cyclopropylphenyl)-2,2-difluoroacetic acid C1(CC1)C1=CC=C(C=C1)C(C(=O)O)(F)F